C[SiH](O[Si](C)(C)C)C 1,1,3,3,3-Penta-methyldisiloxan